CC1=C(NC=2N=C(SC21)C2=CC=CC=C2)C(=O)OCC ethyl 6-methyl-2-phenyl-4H-pyrrolo[2,3-d]thiazole-5-carboxylate